R-cyclohexane-1,2-dicarboxylic acid [C@@H]1(C(CCCC1)C(=O)O)C(=O)O